2-(2-fluoro-6-((4-trifluoromethylphenyl)thio)phenyl)-1,3-dioxolane FC1=C(C(=CC=C1)SC1=CC=C(C=C1)C(F)(F)F)C1OCCO1